O=C1NC(CCC1N1C(C2=CC(=C(C=C2C1)CNC1CCN(CC1)C1=CC(=C(C=C1)NC1=NC=C(C(=C1)NC1=C(C(=O)NC)C=CC=C1)C(F)(F)F)OC)F)=O)=O 2-((2-((4-(4-(((2-(2,6-dioxopiperidin-3-yl)-6-fluoro-1-oxoisoindoline-5-yl)methyl)amino)piperidin-1-yl)-2-methoxyphenyl)amino)-5-(trifluoromethyl)pyridin-4-yl)amino)-N-methylbenzamide